C(C)(C)(C)OC(=O)N1C(=C(C2=CC=CC=C12)C1=NC(=NC=C1)Cl)C 3-(2-chloropyrimidin-4-yl)-2-methyl-1H-indole-1-carboxylic acid tert-butyl ester